bisundecyl adipate C(CCCCC(=O)OCCCCCCCCCCC)(=O)OCCCCCCCCCCC